C(C1=CC=CC=C1)OC(=O)N1CCN(CC1)C=1C=NC(=CC1)C(OC)OC 4-(6-(Dimethoxymethyl)pyridin-3-yl)piperazine-1-carboxylic acid benzyl ester